ClC=1C(=C(C=CC1F)[C@H](NC(=O)N1CC(NCC1)=O)C1CC(C1)(C)C)F N-((R)-(3-chloro-2,4-difluorophenyl)(3,3-dimethylcyclobutyl)methyl)-3-oxopiperazine-1-carboxamide